FC(CCOC1=CC(=C(C#N)C(=C1)F)F)F 4-(3,3-difluoropropoxy)-2,6-difluorobenzonitrile